methyl (S)-3-(3-(5-(3-methoxy-3-oxo-2-(tritylamino)propyl)imidazo[1,2-a]pyridin-8-yl)ureido)isonicotinate COC([C@H](CC1=CC=C(C=2N1C=CN2)NC(NC2=C(C(=O)OC)C=CN=C2)=O)NC(C2=CC=CC=C2)(C2=CC=CC=C2)C2=CC=CC=C2)=O